Pyridin-3-ol trifluoroacetate FC(C(=O)O)(F)F.N1=CC(=CC=C1)O